FC=1C=C(C=C(C1)O[C@@H](C(F)(F)F)C)CN |r| (±)-(3-fluoro-5-((1,1,1-trifluoropropan-2-yl)oxy)phenyl)methanamine